C1(=CC(=CC=C1)C=1OCCN1)C=1OCCN1 2,2'-m-phenylene-bis-(2-oxazoline)